N-((3R,4S)-4-((6-(2,6-difluoro-3,5-dimethoxyphenyl)-8-(3-methoxyazetidin-1-yl)pyrido[3,4-d]pyrimidin-2-yl)amino)tetrahydrofuran-3-yl)acrylamide FC1=C(C(=C(C=C1OC)OC)F)C1=CC2=C(N=C(N=C2)N[C@H]2[C@H](COC2)NC(C=C)=O)C(=N1)N1CC(C1)OC